methyl 2-(6-bromo-1-oxo-4-(2,2,2-trifluoroethyl)phthalazin-2(1H)-yl)acetate BrC=1C=C2C(=NN(C(C2=CC1)=O)CC(=O)OC)CC(F)(F)F